ClC1=C(C(=C(OC2CCN(CC2)C(=O)OC(C)(C)C)C=C1)F)C1=CC=C(C=C1)Cl tert-Butyl 4-[4-chloro-3-(4-chlorophenyl)-2-fluoro-phenoxy]piperidine-1-carboxylate